4-bromo-2,3-dihydro-1H-indene-2-carboxylic acid ethyl ester C(C)OC(=O)C1CC2=CC=CC(=C2C1)Br